C1(CC1)C1=NNC(=C1)C(=O)OC methyl 3-cyclopropyl-1H-pyrazole-5-carboxylate